5-Amino-N-(3-chloro-4-fluorophenyl)-1-methyl-3-(4-(1-methyl-1H-imidazol-4-yl)cyclopent-1-en-1-yl)-1H-pyrazole-4-carboxamide NC1=C(C(=NN1C)C1=CCC(C1)C=1N=CN(C1)C)C(=O)NC1=CC(=C(C=C1)F)Cl